COC(=O)C1C(C1)(C)C 2,2-dimethylcyclopropanecarboxylic acid methyl ester